[Ir].ClC=1C(=NC=CC1)C1=CC=CC=C1 chlorophenylpyridine iridium